The molecule is a carboxylic ester that is the methyl ester of (1R,2R)-2-ethyl-2,5,7-trihydroxy-4,6,11-trioxo-1,2,3,4,6,11-hexahydrotetracene-1-carboxylic acid. It has a role as a bacterial metabolite. It is a polyphenol, a tertiary alcohol, a tetracenomycin, a carbopolycyclic compound, a member of tetracenequinones, a methyl ester and a member of p-quinones. It is a conjugate acid of an aklaviketone(1-). CC[C@]1(CC(=O)C2=C(C3=C(C=C2[C@H]1C(=O)OC)C(=O)C4=C(C3=O)C(=CC=C4)O)O)O